6-cyano-1-(1-methylcyclopropyl)-7-[(2R)-2-{[(3-methylpyridin-2-yl)oxy]methyl}pyrrolidin-1-yl]-4-oxo-1,4-dihydroquinoline-3-carboxylic acid C(#N)C=1C=C2C(C(=CN(C2=CC1N1[C@H](CCC1)COC1=NC=CC=C1C)C1(CC1)C)C(=O)O)=O